C1(=CC=CC=C1)NC1=NNC(=N1)NC1=CC=CC=C1 3,5-bis(phenylamino)-1H-1,2,4-triazole